3-(5-bromo-3,6-dihydropyridin-1(2H)-yl)propanoate BrC1=CCCN(C1)CCC(=O)[O-]